N-glutaryl-phenylalanine C(CCCC(=O)O)(=O)N[C@@H](CC1=CC=CC=C1)C(=O)O